C(C1=CC=CC=C1)OC1=CC=C(C(=O)NC2=CC=C(C=C2)[C@@H]2CNCCO2)C=C1 |r| (RS)-4-(Benzyloxy)-N-(4-(morpholin-2-yl)-phenyl)-benzamid